NC1CC(C1)OC1=CC=C(C=C1)C1(CCOCC1)C1=CC=C(C=C1)O 4-(4-(4-(3-aminocyclobutoxy)phenyl)tetrahydro-2H-pyran-4-yl)phenol